N-methyl-2-(1-(2-(2-(1-methyl-1H-pyrazol-4-yl)ethoxy)-6-morpholinopyrimidin-4-yl)-3-phenyl-1H-pyrazol-5-yl)ethan-1-amine CNCCC1=CC(=NN1C1=NC(=NC(=C1)N1CCOCC1)OCCC=1C=NN(C1)C)C1=CC=CC=C1